2-[4-[3-(2,4-Dioxohexahydropyrimidin-1-yl)-1-methyl-indazol-6-yl]-3-fluoro-1-piperidinyl]acetic acid tert-butyl ester C(C)(C)(C)OC(CN1CC(C(CC1)C1=CC=C2C(=NN(C2=C1)C)N1C(NC(CC1)=O)=O)F)=O